ClC1=C(C=C(C=C1N)C)NC1=CC=C(C=C1)Cl 2-chloro-N1-(4-chlorophenyl)-5-methylbenzene-1,3-diamine